NCCCCNC(=O)NC=1SC=C(C1)C(C)(C)C1=CC=C(C=C1)OC 1-(4-aminobutyl)-3-(4-(2-(4-methoxyphenyl)propan-2-yl)thiophen-2-yl)urea